CCCCCCCCC(CCCCCCCC)OC(CCCCCCCN(CCCCCCCC(=O)OCCCCCCCCC)CCO)=O.CC(C)(C)C1=C(C(=C(C(=C1[N+](=O)[O-])C)C(C)=O)C)[N+](=O)[O-] 1-[4-(1,1-Dimethylethyl)-2,6-dimethyl-3,5-dinitrophenyl]ethanone heptadec-9-yl-8-[(2-hydroxyethyl)(8-(nonyloxy)-8-oxooctyl)amino]Caprylate